ClC1=C(C=C(C=2C3=C(N(C12)C(F)F)CCNC([C@@H]3C)=O)NC(CO)=O)Cl (R)-N-(7,8-Dichloro-6-(difluoromethyl)-1-methyl-2-oxo-1,2,3,4,5,6-hexahydroazepino[4,5-b]indol-10-yl)-2-hydroxyacetamide